N-benzyl-4-methoxyaniline COC1=CC=C(C=C1)NCC2=CC=CC=C2